NC1=CC=C(C=C1)C=1C2=CC=C(N2)C(=C2C=CC(C(=C3C=CC(=C(C=4C=CC1N4)C4=CC=C(C=C4)N)N3)C3=CC=C(C=C3)N)=N2)C2=CC=C(C=C2)N 5,10,15,20-tetrakis(p-aminophenyl)porphyrin